CC1=NC(=CC=C1O[C@@H]1C[C@H](CCC1)C(=O)O)C=1N=NN(C1CNC1=NOC(=N1)C(C)CCC)C (1S,3S)-3-({2-Methyl-6-[1-methyl-5-({[5-(pentan-2-yl)-1,2,4-oxadiazol-3-yl]amino}methyl)-1H-1,2,3-triazol-4-yl]pyridin-3-yl}oxy)cyclohexane-1-carboxylic acid